FC1(CCC(CC1)C1=NC=CC(=C1N)C1=NC(=CC=C1F)F)F 2'-(4,4-difluorocyclohexyl)-3,6-difluoro-[2,4'-bipyridin]-3'-amine